1-(4-(tert-butyl)phenyl)-N4,N4-dimethylcyclohexane-1,4-diamine C(C)(C)(C)C1=CC=C(C=C1)C1(CCC(CC1)N(C)C)N